bromo-2,5-difluoro-nitrobenzene BrC=1C(=C(C=C(C1)F)[N+](=O)[O-])F